ClC1=CC=C(C=C1)[C@@]1(N(C(C2=CC(=CC(=C12)F)[C@](CC)(C1CCN(CC1)C1COC1)O)=O)CC1=NC=C(C=N1)Cl)OC (3R)-3-(4-chlorophenyl)-2-[(5-chloropyrimidin-2-yl)methyl]-4-fluoro-6-[(1S)-1-hydroxy-1-[1-(oxetan-3-yl)piperidin-4-yl]propyl]-3-methoxy-2,3-dihydro-1H-isoindol-1-one